CC=1N(N=C2C=C(C(=CC12)C(=O)OC(C=1N=C(SC1C)Br)CC)OC)C1CCC(CC1)C=1OC=NN1 ethyl-(2-bromo-5-methylthiazol-4-yl)methanol methyl-2-((1r,4r)-4-(1,3,4-oxadiazol-2-yl)cyclohexyl)-6-methoxy-2H-indazole-5-carboxylate